OC[C@H]1COCCN1C([C@@H](C)OC1=CC=C2C(=CNC(C2=C1)=O)C1=C(C=CC=C1)C([2H])([2H])[2H])=O 7-(((R)-1-((S)-3-(hydroxymethyl)morpholino)-1-oxopropan-2-yl)oxy)-4-(2-(methyl-d3)phenyl)isoquinolin-1(2H)-one